[O-2].[Fe+3].[Fe+3].[Fe+3] triiron (III) oxide